(S)-N-((S)-3-oxo-1-((S)-2-oxopyrrolidin-3-yl)-4-(trifluoromethoxy)butan-2-yl)-5-(tetrahydro-2H-pyran-4-carbonyl)-5-azaspiro[2.4]heptane-6-carboxamide O=C([C@H](C[C@H]1C(NCC1)=O)NC(=O)[C@H]1N(CC2(CC2)C1)C(=O)C1CCOCC1)COC(F)(F)F